2,6-Dichloro-3-fluoroisonicotinaldehyde ClC=1C(=C(C=O)C=C(N1)Cl)F